O[C@H]1C[C@@H](NC1)COC=1C=CC(=C(C(=O)NC2(CC2)C2=CC=CC3=CC=CC=C23)C1)C 5-(((2R,4S)-4-Hydroxypyrrolidin-2-yl)methoxy)-2-methyl-N-(1-(naphthalen-1-yl)cyclopropyl)benzamide